[(3-fluoro-2-methoxyphenyl)amino]-2-(3-hydroxypyridin-4-yl)-5H,6H,7H-pyrazolo[1,5-a]pyrazin-4-one FC=1C(=C(C=CC1)NC=1C(=NN2C1C(NCC2)=O)C2=C(C=NC=C2)O)OC